((4-(2-(2-(1-(4-bromophenyl)-3-(4-fluorophenyl)-1H-pyrazol-4-yl)-4-oxooxazolidin-3-yl)ethyl)phenyl)amino)propanamide BrC1=CC=C(C=C1)N1N=C(C(=C1)C1OCC(N1CCC1=CC=C(C=C1)NC(C(=O)N)C)=O)C1=CC=C(C=C1)F